2-(3-{5-[(R)-(4-cyclopropyl-phenyl)-(1,3-dimethyl-azetidin-3-yl)-hydroxy-methyl]-pyridin-3-yl}-[1,2,4]Oxadiazol-5-yl)-propan-2-ol C1(CC1)C1=CC=C(C=C1)[C@@](C=1C=C(C=NC1)C1=NOC(=N1)C(C)(C)O)(O)C1(CN(C1)C)C